6-(6-(5-(2-hydroxyethoxy)pyridin-2-yl)-1,2,4,5-tetrazin-3-yl)pyridin OCCOC=1C=CC(=NC1)C1=NN=C(N=N1)C1=CC=CC=N1